4,6-dichloro-N-methoxy-N-methylpyridine-3-carboxamide ClC1=C(C=NC(=C1)Cl)C(=O)N(C)OC